Methyl (R)-2-methyl-2-(trifluoromethyl)-5-(((trifluoromethyl)sulfonyl)oxy)-3,4-dihydro-2H-pyran-6-carboxylate C[C@]1(OC(=C(CC1)OS(=O)(=O)C(F)(F)F)C(=O)OC)C(F)(F)F